O1BOBOB1.[Si] silicon boroxine